C1(CC1)C1=NNC2=CN=C(C(=C21)C2=C(C=C(C(=C2)C)S(=O)(=O)C)F)C#N 3-cyclopropyl-4-(2-fluoro-5-methyl-4-methyl-sulfonyl-phenyl)-1H-pyrazolo[3,4-c]pyridine-5-carbonitrile